C12CNCC(CC1)N2CC=2C=CC(=NC2)NC2=NC=C(C(=C2)C=2C=C1C(=NC2)N=C2N1C(CC2)(C)C)F N-(5-((3,8-diazabicyclo[3.2.1]octan-8-yl)methyl)pyridin-2-yl)-4-(6,6-dimethyl-7,8-dihydro-6H-pyrrolo[1',2':1,2]imidazo[4,5-b]pyridin-3-yl)-5-fluoropyridin-2-amine